ClC=1C(=C(C=C(C1)F)[C@H](C)N1C([C@H](CC1)O)=O)CCl (S)-1-((S)-1-(3-chloro-2-(chloromethyl)-5-fluorophenyl)ethyl)-3-hydroxypyrrolidin-2-one